C(C)(C)(C)C1=C(C(=CC(=C1)CC(CO)C)CC)O 2-tert-butyl-4-(3-hydroxy-2-methylpropyl)-6-ethylphenol